5-chloro-4-(3-(3-cyanophenyl)-1H-indazol-1-yl)-2-fluoro-N-(methylsulfonyl)benzamide ClC=1C(=CC(=C(C(=O)NS(=O)(=O)C)C1)F)N1N=C(C2=CC=CC=C12)C1=CC(=CC=C1)C#N